BrC1=C2C=NN(C2=CC(=C1OC(F)(F)Cl)C)C1OCCCC1 4-bromo-5-(chlorodifluoromethoxy)-6-methyl-1-(tetrahydro-2H-pyran-2-yl)-1H-indazole